ClC1=C2C(N(C(NC2=CC(=C1)CN1CCN(CC1)C=1C=CC(=NC1F)C(=O)NC)=O)CC)=O 5-(4-((5-chloro-3-ethyl-2,4-dioxo-1,2,3,4-tetrahydroquinazolin-7-yl)methyl)piperazin-1-yl)-6-fluoro-N-methylpyridineamide